[Cl-].[Ra+2].[Cl-] radium chloride